2-Chloro-N-{2-[4-(difluoromethyl)-1,3-thiazol-5-yl]-2-{4-[(5-fluoropyridin-2-yl)oxy]piperidin-1-yl}ethyl}-6-fluorobenzamide ClC1=C(C(=O)NCC(N2CCC(CC2)OC2=NC=C(C=C2)F)C2=C(N=CS2)C(F)F)C(=CC=C1)F